N-(2,6-dioxopiperidin-3-yl)-6-fluoro-1H-benzo[d]imidazole-4-carboxamide O=C1NC(CCC1NC(=O)C1=CC(=CC=2NC=NC21)F)=O